CC1=CC=CC(=N1)C1=C(N=NN1)C1=NC2=CC(=CN=C2C=C1)C=1C=NN(C1)C1CNCCC1 2-[5-(6-methyl-2-pyridyl)-1H-triazol-4-yl]-7-[1-(3-piperidyl)pyrazol-4-yl]-1,5-naphthyridine